CN(CCCNC(OC(C)(C)C)=O)C1=CC(=NC=C1)C(NC=1C=CC=C2C=CC=NC12)=O tert-butyl (3-(methyl(2-(quinolin-8-ylcarbamoyl)pyridin-4-yl)amino)propyl)carbamate